cis-3a-methyl-2-phenyltetrahydro-5H-cyclopenta[d][1,3]dioxol-5-one CC12C(OC(O1)C1=CC=CC=C1)CC(C2)=O